4-(5-amino-3-(4-(4-(bicyclo[2.2.1]hept-2-yl)piperazin-1-yl)-3-fluorophenylamino)-1H-1,2,4-triazol-1-yl)-6-methoxyquinazolin-7-ol NC1=NC(=NN1C1=NC=NC2=CC(=C(C=C12)OC)O)NC1=CC(=C(C=C1)N1CCN(CC1)C1C2CCC(C1)C2)F